2-trifluoromethyl-4-(9-carbazolyl)benzaldehyde FC(C1=C(C=O)C=CC(=C1)N1C2=CC=CC=C2C=2C=CC=CC12)(F)F